tert-butyl N-(azetidin-3-ylmethyl)carbamate hydrochloric acid salt Cl.N1CC(C1)CNC(OC(C)(C)C)=O